C1(=CC=CC=C1)O[SiH](C)C dimethylsilyl phenyl ether